2',4',5',7'-tetrabromo-3',6'-dihydroxyspiro[isobenzofuran-1(3H),9'-[9H]xanthen]-3-one BrC1=CC=2C3(C4=CC(=C(C(=C4OC2C(=C1O)Br)Br)O)Br)OC(C1=CC=CC=C13)=O